BrC1=CC=C(C=C2C(N(C(N2C)=[Se])C2=CC=C(C=C2)CC)=O)C=C1 5-(4-bromobenzylidene)-3-(4-ethylphenyl)-1-methyl-2-selenoxoimidazolidin-4-one